6-(tert-butyl)-9-(4-(2-phenylpropan-2-yl)pyridin-2-yl)-9H-carbazol-2-ol C(C)(C)(C)C=1C=C2C=3C=CC(=CC3N(C2=CC1)C1=NC=CC(=C1)C(C)(C)C1=CC=CC=C1)O